C(C)C1=C(C=CC(=C1)N1C[C@H]2N(CC1)CCC2)NC2=NC=C(C(=N2)NCCCN2C(OC=CC2)=O)C#N (S)-2-((2-ethyl-4-(hexahydropyrrolo[1,2-a]pyrazin-2(1H)-yl)phenyl)amino)-4-((3-(2-oxo-1,3-oxazin-3-yl)propyl)amino)pyrimidine-5-carbonitrile